CC(C(C)NC1=C(C=CC=C1C)C)C N-(3-methylbutan-2-yl)-2,6-dimethylaniline